CNC(=O)C1=CC(=CC=2[C@@H](COC21)C2CCOCC2)C(=O)N[C@@H]2[C@H](C2)C |o1:9| (S*)-N7-Methyl-N5-((1S,2S)-2-methylcyclopropyl)-3-(tetrahydro-2H-pyran-4-yl)-2,3-dihydrobenzofuran-5,7-dicarboxamid